4-(6-(4-chloro-2-fluorobenzyl)-1H-pyrazolo[3,4-b]Pyridin-1-yl)piperidine-1-carboxylic acid ClC1=CC(=C(CC2=CC=C3C(=N2)N(N=C3)C3CCN(CC3)C(=O)O)C=C1)F